CN(CC1=CC=CC=C1)C dimethyl-benzyl-amine